OC(CN1C(C(=C(C2=CC(=CN=C12)C1=CC=C(C=C1)F)O)C(=O)NC1CCC(CC1)C)=O)CO 1-(2,3-dihydroxypropyl)-6-(4-fluorophenyl)-4-hydroxy-N-(4-methylcyclohexyl)-2-oxo-1,8-naphthyridine-3-carboxamide